benzyl 9-(4-((5-bromo-4-((5-(methylsulfonamido)quinoxalin-6-yl)amino)pyrimidin-2-yl)amino)-2-ethyl-5-methoxyphenyl)-3,9-diazaspiro[5.5]undecane-3-carboxylate BrC=1C(=NC(=NC1)NC1=CC(=C(C=C1OC)N1CCC2(CCN(CC2)C(=O)OCC2=CC=CC=C2)CC1)CC)NC=1C(=C2N=CC=NC2=CC1)NS(=O)(=O)C